[Cd].[Zn].[Ni].ClC1=CC=C(OC2=CC(=C(C=C2)C(CN2N=CN=C2)(C(C)C)O)C(F)(F)F)C=C1 2-[4-(4-chlorophenoxy)-2-(trifluoromethyl)phenyl]-3-methyl-1-(1,2,4-triazol-1-yl)butan-2-ol nickel-zinc-cadmium